(E)-4-hydroxy-3-methoxyphenylacrylic acid OC1=C(C=C(C=C1)C(C(=O)O)=C)OC